FC(C=1SC=C(N1)C(=O)[O-])(F)F 2-(trifluoromethyl)thiazole-4-carboxylate